(4-oxo-2-(((tetrahydro-2H-pyran-4-yl)thio)methyl)-3,4-dihydroquinazolin-7-yl)acetamide methyl-5-bromo-1-((2-(trimethylsilyl)ethoxy)methyl)-1H-indazole-7-carboxylate COC(=O)C=1C=C(C=C2C=NN(C12)COCC[Si](C)(C)C)Br.O=C1NC(=NC2=CC(=CC=C12)CC(=O)N)CSC1CCOCC1